FC1=CC=C(C=C1)C1=C(N(C=N1)C(C)C)C=1NC=C(N1)C(=O)NC1=CC=C(C=C1)N1CCN(CC1)S(N)(=O)=O 5'-(4-fluorophenyl)-3'-isopropyl-N-(4-(4-sulfamoylpiperazin-1-yl)phenyl)-1H,3'H-[2,4'-biimidazole]-4-carboxamide